C(C1=CC=CC=C1)C(CO)CCO 2-benzylbutane-1,4-diol